CO[C@H](C(=O)NC(C(=O)O)CCC(C)=O)C 2-((S)-2-methoxypropionamido)-5-oxohexanoic acid